aza-trimellitic acid C(C=1C(C(=O)O)=NC(C(=O)O)=CC1)(=O)O